O=C1N(C(C=C1)=O)CCCCCC(=O)N 6-(2,5-dioxo-2,5-dihydro-1H-pyrrol-1-yl)hexanamide